C1(=CCCCC1)C1=CNC(C2=CC(=CC=C12)OCC(=O)N)=O 2-((4-(cyclohex-1-en-1-yl)-1-oxo-1,2-dihydroisoquinolin-7-yl)oxy)acetamide